benzyl (3S)-4-[3-[3-[4-[2-(2,6-dioxo-3-piperidinyl)-1,3-dioxo-isoindolin-5-yl] piperazin-1-yl] propyl-methyl-amino] propyl]-3-methyl-piperazine-1-carboxylate O=C1NC(CCC1N1C(C2=CC=C(C=C2C1=O)N1CCN(CC1)CCCN(CCCN1[C@H](CN(CC1)C(=O)OCC1=CC=CC=C1)C)C)=O)=O